2-Fluoro-6-[1-[6-methyl-2-(2-methylindazol-5-yl)-4-oxo-chromen-8-yl]ethylamino]benzoic acid FC1=C(C(=O)O)C(=CC=C1)NC(C)C=1C=C(C=C2C(C=C(OC12)C1=CC2=CN(N=C2C=C1)C)=O)C